(S)-5-((((6-(2-chloro-3-(2-(3-methoxy-4-(((((S)-5-oxopyrrolidin-2-yl)methyl)amino)methyl)phenyl)-3-methylpyridin-4-yl)phenyl)-2-methoxypyridin-3-yl)methyl)amino)methyl)pyrrolidin-2-one ClC1=C(C=CC=C1C1=C(C(=NC=C1)C1=CC(=C(C=C1)CNC[C@H]1NC(CC1)=O)OC)C)C1=CC=C(C(=N1)OC)CNC[C@@H]1CCC(N1)=O